O1CC(CC1)C1=CC=CC(=N1)N1CC2(C=3C=NC(=CC31)NC(C)=O)CC2 N-(1'-(6-(tetrahydrofuran-3-yl)pyridin-2-yl)-1',2'-dihydrospiro[cyclopropane-1,3'-pyrrolo[3,2-c]pyridin]-6'-yl)acetamide